4-(2-((3S,8aR)-7-(3-chloro-2-fluoro-6-(1H-tetrazol-1-yl-d)phenyl)-5-oxo-1,2,3,5,8,8a-hexahydroindolizin-3-yl)-1H-imidazol-5-yl)-3-fluoro-2-(hydroxymethyl-d2)pyridine 1-oxide ClC=1C(=C(C(=CC1)N1N=NN=C1[2H])C1=CC(N2[C@@H](CC[C@@H]2C1)C=1NC(=CN1)C1=C(C(=[N+](C=C1)[O-])C([2H])([2H])O)F)=O)F